carbon pentadecyl-triphenylphosphine salt C(CCCCCCCCCCCCCC)C1=C(C=CC=C1)P(C1=CC=CC=C1)C1=CC=CC=C1.[C]